Methyl 1-benzyl-4,5,6,7-tetrahydro-1H-Indazole-5-carboxylate C(C1=CC=CC=C1)N1N=CC=2CC(CCC12)C(=O)OC